(R)-3-methyl-4-(7-(1-methyl-1H-pyrazol-4-yl)-2-(1H-pyrrolo[2,3-b]pyridin-4-yl)thieno[3,2-d]pyrimidin-4-yl)morpholine C[C@H]1N(CCOC1)C=1C2=C(N=C(N1)C1=C3C(=NC=C1)NC=C3)C(=CS2)C=2C=NN(C2)C